3-(3-((3,4-dichlorophenoxy)methyl)-1,2,4-oxadiazol-5-yl)bicyclo[1.1.1]pentan-1-amine hydrochloride Cl.ClC=1C=C(OCC2=NOC(=N2)C23CC(C2)(C3)N)C=CC1Cl